(3-methoxy-2-methylphenyl)boronic acid COC=1C(=C(C=CC1)B(O)O)C